8-bromoisoquinoline oxide BrC=1C=CC=C2C=C[N+](=CC12)[O-]